6-[2-(Tert-butylamino)-2-oxo-ethyl]-2,6-diazaspiro[3.3]heptane-2-carboxylic acid tert-butyl ester C(C)(C)(C)OC(=O)N1CC2(C1)CN(C2)CC(=O)NC(C)(C)C